4-(3,4-dimethoxyphenyl)-4-[2-(acetylmethylamino)ethyl]Cyclohexanone COC=1C=C(C=CC1OC)C1(CCC(CC1)=O)CCN(C)C(C)=O